C(C)N1C(CCC(=C1C1=C(C=C(C=C1F)F)F)N1N=CN=C1)=O 1-ethyl-5-(1H-1,2,4-triazol-1-yl)-6-(2,4,6-trifluorophenyl)-3,4-dihydropyridin-2(1H)-one